2-oxoethyl-[2,3'-bipyridin] O=CCC=1C(=NC=CC1)C=1C=NC=CC1